CNCCN1N=CC(=C1)C=1C=NC2=CC=C(C=C2C1)C=1N=NN(C1C1=NC(=CC=C1)C)CC=1C=NC=CC1 N-methyl-2-[4-[6-[5-(6-methyl-2-pyridyl)-1-(3-pyridylmethyl)triazol-4-yl]-3-quinolyl]pyrazol-1-yl]ethanamine